CC(C(=O)OCC)CC 2-Ethyl methylbutyrate